methyl 4-cyano-3-fluoro-2-methyl-benzoate C(#N)C1=C(C(=C(C(=O)OC)C=C1)C)F